1-[2-bromo-2'-(1-methyltriazol-4-yl)spiro[4,5-dihydrothieno[2,3-c]pyran-7,4'-piperidine]-1'-yl]-2,2,2-trifluoro-ethanone BrC1=CC2=C(S1)C1(CC(N(CC1)C(C(F)(F)F)=O)C=1N=NN(C1)C)OCC2